C1(CC1)C=1C(=C2C=CNC2=C(C1)C)CN1[C@@H](CC2(CC(C2)C#N)CC1)C1=CC=C(C=C1)C(=O)N1CC2(C1)CN(C2)C (2R,4r,6S)-7-((5-cyclopropyl-7-methyl-1H-indol-4-yl)methyl)-6-(4-(6-methyl-2,6-diazaspiro[3.3]heptane-2-carbonyl)phenyl)-7-azaspiro[3.5]nonane-2-carbonitrile